(1R,3S,5R)-2-(2-(3-acetyl-7-methyl-5-(2-methylpyrimidin-5-yl)-1H-pyrazolo[3,4-c]pyridin-1-yl)acetyl)-N-(6-bromopyrazin-2-yl)-5-methyl-2-azabicyclo[3.1.0]hexane-3-carboxamide C(C)(=O)C1=NN(C2=C(N=C(C=C21)C=2C=NC(=NC2)C)C)CC(=O)N2[C@@H]1C[C@@]1(C[C@H]2C(=O)NC2=NC(=CN=C2)Br)C